BrC=1C=C2C(=NC1)C(N(C2)CC(F)(F)F)=O 3-bromo-6-(2,2,2-trifluoroethyl)-5H-pyrrolo[3,4-b]pyridin-7-one